(R)-8-(5-((2,3-dichlorophenyl)thio)-6-phenylpyrazin-2-yl)-8-azaspiro[4.5]decan-1-amine ClC1=C(C=CC=C1Cl)SC=1N=CC(=NC1C1=CC=CC=C1)N1CCC2(CCC[C@H]2N)CC1